prop-2-en-1-phosphonic acid C(C=C)P(O)(=O)O